FC=1C=CC=C2C(=NN=C(C12)C1=C(C=C(C=C1)C)O)N[C@H]1CN(CCC1)C (R)-2-(8-Fluoro-4-((1-methylpiperidin-3-yl)amino)phthalazin-1-yl)-5-methylphenol